1-(4-(3-(5-amino-8-methoxy-[1,2,4]triazolo[1,5-c]quinazolin-2-yl)azepan-1-yl)-1H-pyrazol-1-yl)-2-methylpropan-2-ol NC1=NC=2C=C(C=CC2C=2N1N=C(N2)C2CN(CCCC2)C=2C=NN(C2)CC(C)(O)C)OC